ClC1=C(C=C(C=C1)OC[C@@H](NC(C1=CC=CC=C1)(C1=CC=CC=C1)C1=CC=CC=C1)C(=O)OC)F Methyl O-(4-chloro-3-fluorophenyl)-N-trityl-D-serinate